7-chloro-8-fluoro-2-(methylthio)-5-(2-(pyridin-4-ylmethyl)azetidin-1-yl)pyrido[4,3-d]pyrimidine ClC1=C(C=2N=C(N=CC2C(=N1)N1C(CC1)CC1=CC=NC=C1)SC)F